(2,2-difluoro-propyl)-5-[1-(2-fluoro-6-methyl-phenyl)-piperidin-4-yl]-7-(2-trifluoromethyl-benzyl)-2,4,5,7-tetrahydro-pyrazolo[3,4-d]pyrimidin-6-one FC(CN1N=C2N(C(N(CC2=C1)C1CCN(CC1)C1=C(C=CC=C1C)F)=O)CC1=C(C=CC=C1)C(F)(F)F)(C)F